3β-ethoxy-5α-hydroxy-6β-[2-(1H-imidazol-4-yl)ethylamino]cholestaneN C(C)O[C@@H]1C[C@@]2([C@@H](C[C@H]3[C@@H]4CC[C@H]([C@@H](CCCC(=C)C)C)[C@]4(CC[C@@H]3[C@]2(CC1)C)C)NCCC=1N=CNC1)O